4-octyl-2-trimethylstannyl-4H-bisthieno[3,2-b:2',3'-d]pyrrole C(CCCCCCC)N1C2=C(C3=C1C=C(S3)[Sn](C)(C)C)SC=C2